N1=CC=CC=2CCCC(C12)C(=O)OC methyl 5,6,7,8-tetrahydroquinoline-8-carboxylate